[Cl-].C(C=C)(=O)OCC[N+](CC)(CC)CC acryloyloxyethyl-triethylammonium chloride